N,N'-ethylenebispalmitamide C(CNC(CCCCCCCCCCCCCCC)=O)NC(CCCCCCCCCCCCCCC)=O